ethyl 2-bromo-5-oxo-12-oxa-3-thia-6-azatricyclo[6.4.1.04,13]trideca-1,4(13),7-triene-7-carboxylate BrC1=C2OCCCC3=C(NC(C(S1)=C23)=O)C(=O)OCC